FC1=C(CN2N=C(N=C2)C(=O)N[C@@H]2C(N(C=3N(CC2)N=C(C3)C)C)=O)C=C(C=C1)F (S)-1-(2,5-Difluorobenzyl)-N-(2,4-dimethyl-5-oxo-5,6,7,8-tetrahydro-4H-pyrazolo[1,5-a][1,3]diazepin-6-yl)-1H-1,2,4-triazol-3-carboxamid